5-(2-((R or S)-3-((S or R)-1-ethoxyethyl)-3-(2-(thiophen-2-yl)ethyl)pyrrolidin-1-yl)propan-2-yl)-2-methylpyridine citrate C(CC(O)(C(=O)O)CC(=O)O)(=O)O.C(C)O[C@@H](C)[C@]1(CN(CC1)C(C)(C)C=1C=CC(=NC1)C)CCC=1SC=CC1 |o1:16,18|